C(C1=CC=CC=C1)OC(=O)NCCCC[C@H](NC(=O)OC(C)(C)C)C(=O)N[C@@H](CCCNC(NS(=O)(=O)C=1C(=C(C2=C(CC(O2)(C)C)C1C)C)C)=N)C(=O)N[C@@H](CCC(=O)OCC1=CC=CC=C1)C(=O)OC 5-benzyl 1-methyl N2-(N6-((benzyloxy)carbonyl)-N2-(tert-butoxycarbonyl)-L-lysyl)-Nω-((2,2,4,6,7-pentamethyl-2,3-dihydrobenzofuran-5-yl)sulfonyl)-L-arginyl-L-glutamate